1-tert-butyl-2,3-dibromopyrrole C(C)(C)(C)N1C(=C(C=C1)Br)Br